1-(4-methoxybenzyl)-1H-pyrazol COC1=CC=C(CN2N=CC=C2)C=C1